1H-thieno[3,2-c]pyrazole N1N=CC2=C1C=CS2